O=C1NC(CCC1N1C(C(=CC1=O)NC=1C=C(C=CC1)CC(=O)OC(C)(C)C)=O)=O Tert-butyl 2-(3-((1-(2,6-dioxopiperidin-3-yl)-2,5-dioxo-2,5-dihydro-1H-pyrrol-3-yl)amino)phenyl)acetate